C12CCCC(CC1)N2C2=C(C=C(C=C2)C(F)(F)F)NS(=O)(=O)C=2C=C(C(=O)O)C=CC2OC 3-(N-(2-(8-azabicyclo[3.2.1]oct-8-yl)-5-(trifluoromethyl)phenyl)sulfamoyl)-4-methoxybenzoic acid